1-(2-propynyl)pyrrolidine C(C#C)N1CCCC1